(1r,3r)-3-((5-([1,2,4]triazolo[1,5-a]pyridin-6-yl)-7H-pyrrolo[2,3-d]pyrimidin-2-yl)amino)-N,N,1-trimethylcyclobutane-1-carboxamide N=1C=NN2C1C=CC(=C2)C2=CNC=1N=C(N=CC12)NC1CC(C1)(C(=O)N(C)C)C